3-fluoro-2-{7-[(3S,4S)-3-fluoro-2,2,6,6-tetramethylpiperidin-4-yl]-7H-pyrrolo[2,3-c]pyridazin-3-yl}-5-(1H-1,2,3-triazol-1-yl)phenol FC=1C(=C(C=C(C1)N1N=NC=C1)O)C1=CC2=C(N=N1)N(C=C2)[C@@H]2[C@@H](C(NC(C2)(C)C)(C)C)F